FC1=C(C(=CC(=C1F)OC1=NC=CC=C1C1=NC(=NC=C1)NC1CCC(CC1)N(C)CCOC)F)NS(=O)(=O)C1CCCCC1 N-(2,3,6-trifluoro-4-((3-(2-(((1r,4r)-4-((2-methoxyethyl)(methyl)amino)cyclohexyl)amino)pyrimidin-4-yl)pyridin-2-yl)oxy)phenyl)cyclohexanesulfonamide